The molecule is the 2,3-dihydro-1H-inden-5-yl ester of the active enantiomer of candoxatrilat. Candoxatril is an orally active prodrug of candoxatrilat, a potent neutral endopeptidase (NEP, neprilysin) inhibitor used in the treatment of chronic heart failure. It has a role as an EC 3.4.24.* (metalloendopeptidase) inhibitor. It is a monocarboxylic acid, a dicarboxylic acid monoester and a monocarboxylic acid amide. It derives from an indan-5-ol and a candoxatrilat. COCCOC[C@H](CC1(CCCC1)C(=O)NC2CCC(CC2)C(=O)O)C(=O)OC3=CC4=C(CCC4)C=C3